[N+](=[N-])=C1C(C=2C=CC=C(C2C=C1)S(=O)(=O)[O-])=O 6-diazo-5,6-dihydro-5-oxo-1-naphthalenesulfonate